FC(C=1C=C(C=CC1)NC1CCC2=CC(=CC=C12)NC(C=C)=O)(F)F N-(1-((3-(trifluoromethyl)phenyl)amino)-2,3-dihydro-1H-inden-5-yl)acryl-amide